benzoin Dimethyl Ketal COC(C1=CC=CC=C1)(C(O)C1=CC=CC=C1)OC